2-(3,4-dimethoxyphenyl)-6-(r-isobutyl-[1,4'-bipiperidin]-4-yl)-1-isopropyl-1H-benzo[d]imidazole COC=1C=C(C=CC1OC)C1=NC2=C(N1C(C)C)C=C(C=C2)C2C[C@H](N(CC2)C2CCNCC2)CC(C)C